COC=1C=C(OC2=CC=C(C=N2)NC2=NC=NC=C2N)C=CC1C N4-[6-(3-methoxy-4-methyl-phenoxy)-3-pyridyl]pyrimidine-4,5-diamine